6-(1-((5r,8r)-2-acetyl-2-azaspiro[4.5]decan-8-yl)-5-methyl-1H-pyrazol-4-yl)-4-((2-cyanophenyl)thio)pyrazolo[1,5-a]pyridine-3-carbonitrile C(C)(=O)N1CC2(CC1)CCC(CC2)N2N=CC(=C2C)C=2C=C(C=1N(C2)N=CC1C#N)SC1=C(C=CC=C1)C#N